CC1=C(C=CC=C1C)N1CCN(CC1)C(CN1N=C(C2=C1CCC2)C(=O)N2C[C@](CC2)(O)CF)=O |o1:28| (S or R)-1-(4-(2,3-dimethylphenyl)piperazin-1-yl)-2-(3-(3-(fluoromethyl)-3-hydroxypyrrolidine-1-carbonyl)-5,6-dihydrocyclopenta[c]pyrazol-1(4H)-yl)ethanone